CC1=C(C[C@H](N)C(=O)O)C=CC(=C1)O o-methyltyrosine